FC(OC=1C=C(C=CC1)C=1C2=C(NN1)CC(CO2)C(=O)NC2(CS(CC2)(=O)=O)C)F 3-(3-(difluoromethoxy)phenyl)-N-(3-methyl-1,1-dioxidotetrahydrothiophen-3-yl)-1,5,6,7-tetrahydropyrano[3,2-c]pyrazole-6-carboxamide